6-methyl-5-(1-morpholinylethyl)-2-(pyridin-2-yl)indolizine-7-carboxylic acid isopropyl ester C(C)(C)OC(=O)C=1C(=C(N2C=C(C=C2C1)C1=NC=CC=C1)C(C)N1CCOCC1)C